N-[5-[[4-[4-[(dimethylamino)methyl]-3-phenyl-1H-pyrazol-1-yl]pyrimidin-2-yl]amino]-4-methoxy-2-(morpholin-4-yl)phenyl]acrylamide methanesulfonate hydrate O.CS(=O)(=O)O.CN(C)CC=1C(=NN(C1)C1=NC(=NC=C1)NC=1C(=CC(=C(C1)NC(C=C)=O)N1CCOCC1)OC)C1=CC=CC=C1